O1CCC(CC1)NC1=NC=CC=N1 2-((tetrahydro-2H-pyran-4-yl)amino)pyrimidin